COC1=CC=C(C=N1)OCCN(C(OC(C)(C)C)=O)C tert-butyl N-[2-[(6-methoxy-3-pyridyl)oxy]ethyl]-N-methyl-carbamate